N-(1-(ethylcarbamoyl)-2-phenylethyl)butyramide C(C)NC(=O)C(CC1=CC=CC=C1)NC(CCC)=O